2-(3-((benzyloxy)methyl)-4-ethyl-5-oxo-4,5-dihydro-1H-1,2,4-triazol-1-yl)-3-fluoro-6-(2-fluoro-5-tolyl)-8-(prop-1-en-2-yl)-1,6-naphthyridin-5(6H)-one C(C1=CC=CC=C1)OCC1=NN(C(N1CC)=O)C1=NC=2C(=CN(C(C2C=C1F)=O)C=1C=CC(=C(C1)C)F)C(=C)C